Trimethoxy-n-butoxytitanium CO[Ti](OCCCC)(OC)OC